4-(((6-bromoquinolin-2-yl)oxy)methyl)-5-cyclopropyl-3-(2,6-dichlorophenyl)isoxazole tetracalcium [Ca].[Ca].[Ca].[Ca].BrC=1C=C2C=CC(=NC2=CC1)OCC=1C(=NOC1C1CC1)C1=C(C=CC=C1Cl)Cl